C1(=CC=C(C=C1)N(C1=CC=CC=2C3(C4=CC=CC=C4C12)C1=CC=CC=C1C=1C=CC=CC13)C1=CC=3C(C2=CC=CC=C2C3C=C1)(C)C)C1=CC=CC=C1 N-(biphenyl-4-yl)-N-(9,9-dimethyl-9H-fluoren-2-yl)-9,9'-spirobi[9H-fluorene]-4-amine